2-(5-carboxyl-1H-benzimidazole-2-yl)ethyl-phenyl-phosphinic acid C(=O)(O)C1=CC2=C(NC(=N2)CCP(O)(=O)C2=CC=CC=C2)C=C1